OC=1C2=C(N(C(CC1C(=O)NC)=O)CC1=C(C=CC=C1)C)C=CC=C2 5-hydroxy-N-methyl-1-(2-methylbenzyl)-2-oxo-2,3-dihydro-1H-benzo[b]azepine-4-carboxamide